C(=CCCCCCCCCCC)S(=O)(=O)O dodecene-1-sulfonic acid